Cl.F[C@H]1CNCC[C@H]1N1C([C@@H](CC1)O)=O (R)-1-((3S,4R)-3-fluoropiperidin-4-yl)-3-hydroxypyrrolidin-2-one hydrochloride